ClC=1C=C(C(=O)NC=2SC(=CN2)[N+](=O)[O-])C=CC1[N+](=O)[O-] 3-chloro-4-nitro-N-(5-nitro-2-thiazolyl)-benzamide